(2S,5R)-5-(2-bromophenyl)-1-(2'-methoxy-[1,1'-biphenyl]-4-carbonyl)pyrrolidine-2-carboxylic acid methyl ester COC(=O)[C@H]1N([C@H](CC1)C1=C(C=CC=C1)Br)C(=O)C1=CC=C(C=C1)C1=C(C=CC=C1)OC